4-(((3S,4R)-1-((4-chloro-1,3-dimethyl-1H-pyrazol-5-yl)sulfonyl)-4-hydroxy-4-(hydroxymethyl)pyrrolidin-3-yl)oxy)-2-fluorobenzonitrile ClC=1C(=NN(C1S(=O)(=O)N1C[C@@H]([C@@](C1)(CO)O)OC1=CC(=C(C#N)C=C1)F)C)C